BrC=1C=2N(C=CC1)C(=NC2)C(C)(C)NC(=O)C2[C@H]1CNC[C@@H]2C1 (1R,5S,6r)-N-(2-(8-bromoimidazo[1,5-a]pyridin-3-yl)propan-2-yl)-3-azabicyclo[3.1.1]heptane-6-carboxamide